C(CC)(=O)OCC[C@]1(C=CC([C@H]1C)=C)C 2-((1S,5R)-1,5-dimethyl-4-methylenecyclopent-2-en-1-yl)ethyl propionate